N-cyclopropyl-2-fluoro-5-(4-(7-methoxy-6-(2-oxoethyl)imidazo[1,2-a]pyridin-3-yl)-1H-pyrazol-1-yl)-4-methylbenzamide C1(CC1)NC(C1=C(C=C(C(=C1)N1N=CC(=C1)C1=CN=C2N1C=C(C(=C2)OC)CC=O)C)F)=O